C1=CC=CC=2C3=CC=CC=C3C(C12)OC(N(CCC(=O)N1C2=C(CCC3=C1C=CC=C3)C=CC(=C2)Cl)C)=O (9H-fluoren-9-yl)methyl[3-(3-chloro-10,11-dihydro-5H-dibenzo[b,f]azepin-5-yl)-3-oxopropyl]carbamate